BrC1=CC=C(OC(C(F)(F)I2OC(C3=C2C=CC=C3)=O)(F)F)C=C1 1-(2-(4-Bromophenoxy)-1,1,2,2-tetrafluoroethyl)-1λ3-benzo[d][1,2]iodaoxol-3(1H)-one